C(C1=CC=CC=C1)OC1=NC(=CC=C1C1=CC(=C(C=C1)N1CCC(CC1)=O)F)OCC1=CC=CC=C1 1-[4-(2,6-dibenzyloxy-3-pyridyl)-2-fluoro-phenyl]piperidin-4-one